CC1(OO1)C 3,3-dimethyl-1,2-dioxirane